CN1C(C1)S(=O)(=O)N1[C@H](CNCC1)CC#N 2-((2S)-1-((1-methylaziridin-2-yl)sulfonyl)piperazin-2-yl)acetonitrile